(R)-N-(4-(7-(8-ethynyl-7-fluoro-3-hydroxynaphthalen-1-yl)-8-fluoro-2-((tetrahydro-1H-pyrrolizin-7a(5H)-yl)methoxy)pyrido[4,3-d]pyrimidin-4-yl)-1,4-oxazepan-6-yl)acrylamide C(#C)C=1C(=CC=C2C=C(C=C(C12)C1=C(C=2N=C(N=C(C2C=N1)N1CCOC[C@@H](C1)NC(C=C)=O)OCC12CCCN2CCC1)F)O)F